4'-Methoxy-3',5,7-trihydroxyisoflavone COC1=C(C=C(C2=COC3=CC(=CC(=C3C2=O)O)O)C=C1)O